ClCOCCOCC1=CC=CC=C1 2-(chloromethoxy)ethoxymethyl-benzene